CC1=CC=CC(=N1)NC(=O)[C@H]1N([C@@H]2CC[C@H]1C2)C(CN2C=C(C1=CC(=CC=C21)C=2C=NC=CC2)C(=O)N)=O 1-(2-((1R,3S,4S)-3-(6-methylpyridin-2-ylcarbamoyl)-2-azabicyclo[2.2.1]hept-2-yl)-2-oxoethyl)-5-(pyridin-3-yl)-1H-indole-3-carboxamide